C1=CC(=C(C=C1/C=C/C2=CC(=CC(=O)O2)O)O)O The molecule is fungal metabolite first found in basidiomycete Inonotus hispidus (formerly Polyporus hispidus). It has a role as an antioxidant and a fungal metabolite. It is a member of phenols and a member of 2-pyranones.